N-[6-(2-amino-[1,2,4]triazolo[1,5-a]pyridin-6-yl)-2-methoxy-3-pyridyl]-5-methyl-3-phenyl-isoxazole-4-carboxamide NC1=NN2C(C=CC(=C2)C2=CC=C(C(=N2)OC)NC(=O)C=2C(=NOC2C)C2=CC=CC=C2)=N1